BrC=1C(=CC2=C(N(C([C@H](CS2(=O)=O)NC(OC(C)(C)C)=O)=O)CC2=CC=C(C=C2)C2=NC=C(C=C2)C(F)(F)F)C1)F tert-butyl N-[(3R)-7-bromo-8-fluoro-1,1,4-trioxo-5-[[4-[5-(trifluoromethyl)-2-pyridyl]phenyl]methyl]-2,3-dihydro-1λ6,5-benzothiazepin-3-yl]carbamate